6-(3-chlorophenyl)-1,3,5-triazine ClC=1C=C(C=CC1)C1=NC=NC=N1